C(C)N(S(=O)(=O)NC=1C(=C(C(=O)C=2C=C3C(N(C=NC3=CC2)C=2C=NC(=NC2)N2CCN(CC2)C(=O)OC(C)(C)C)=O)C(=CC1)F)F)C tert-butyl 4-[5-[6-[3-[[ethyl(methyl)sulfamoyl]amino]-2,6-difluoro-benzoyl]-4-oxo-quinazolin-3-yl]pyrimidin-2-yl]piperazine-1-carboxylate